C(C)(C)(C)C1=C(C=CC=C1)B(O)O (2-Tert-butylphenyl)boronic acid